4-(2-(1-cyclopropyl-1H-pyrazol-3-yl)-9-ethyl-8-(pyridin-4-yl)-9H-purin-6-yl)morpholine C1(CC1)N1N=C(C=C1)C1=NC(=C2N=C(N(C2=N1)CC)C1=CC=NC=C1)N1CCOCC1